3,5-dimethyl-4-nitrobenzyl-carbonyl chloride CC=1C=C(CC(=O)Cl)C=C(C1[N+](=O)[O-])C